2-(6-amino-5-((1-(3-(piperazin-1-yl)phenyl)piperidin-3-yl)oxy)pyridazin-3-yl)phenol NC1=C(C=C(N=N1)C1=C(C=CC=C1)O)OC1CN(CCC1)C1=CC(=CC=C1)N1CCNCC1